2-[2-[[3-[1-[3-chloro-4-(trifluoromethyl)benzoyl]-4-piperidyl]isoxazol-5-yl]amino]ethyl]isoindoline-1,3-dione ClC=1C=C(C(=O)N2CCC(CC2)C2=NOC(=C2)NCCN2C(C3=CC=CC=C3C2=O)=O)C=CC1C(F)(F)F